3-((3-fluoro-2-methoxyphenyl)amino)-2-(6-methoxyimidazo[1,2-a]pyridin-3-yl)-1,5,6,7-tetrahydro-4H-pyrrolo[3,2-c]pyridin-4-one FC=1C(=C(C=CC1)NC1=C(NC2=C1C(NCC2)=O)C2=CN=C1N2C=C(C=C1)OC)OC